COC1=C(CN[C@H](CO)C(=O)O)C=C(C(=C1)NCC=1C(=C(C=CC1)C1=CC=CC=C1)C)C (2-Methoxy-5-methyl-4-(((2-methyl-[1,1'-biphenyl]-3-yl)methyl)amino)benzyl)-D-serine